(R*)-3-((S*)-1-((2,5-bis(trifluoromethyl)pyrazolo[1,5-a]pyrimidin-7-yl)amino)-2-(4-fluorophenyl)-3-hydroxypropan-2-yl)pyrrolidine-1-carboxamide FC(C1=NN2C(N=C(C=C2NC[C@@](CO)(C2=CC=C(C=C2)F)[C@@H]2CN(CC2)C(=O)N)C(F)(F)F)=C1)(F)F |o1:12,22|